2-chloro-N-[3-hydroxy-3-[4-(trifluoromethoxy)phenyl]propyl]-N-[(1R)-1-phenylethyl]acetamide ClCC(=O)N([C@H](C)C1=CC=CC=C1)CCC(C1=CC=C(C=C1)OC(F)(F)F)O